ClC=1C(=C(C=CC1O)B(O)O)C (3-chloro-4-hydroxy-2-methylphenyl)boronic acid